C(C)(=O)C1=C(C=C(C=C1)Cl)C=1C(=NN(C(C1)=O)[C@H](C(=O)NC=1C=C2CCC(NC2=CC1)=O)CC1=CC=CC=C1)OC (S)-2-(4-(2-acetyl-5-chlorophenyl)-3-methoxy-6-oxopyridazin-1(6H)-yl)-N-(2-oxo-1,2,3,4-tetrahydroquinolin-6-yl)-3-phenylpropanamide